N-((1S,4S,5S)-2-Cyano-2-azabicyclo[3.1.0]hexan-4-yl)-3-(2-phenoxyphenyl)-1H-pyrazol-5-carboxamid C(#N)N1[C@H]2C[C@H]2[C@@H](C1)NC(=O)C1=CC(=NN1)C1=C(C=CC=C1)OC1=CC=CC=C1